C(C)(C)N([C@@H](C)C(=O)O)P(=O)(OC1=CC=C(C=C1)[N+](=O)[O-])OC1=CC=C(C=C1)OCCOC.C1(CCCCC1)C1C(N(CCC1)CC(CN1C2=CC=C(C=C2C=2C=C(C=CC12)F)F)(C)O)=O 3-cyclohexyl-1-(3-(3,6-difluoro-9H-carbazol-9-yl)-2-hydroxy-2-methylpropyl)piperidin-2-one isopropyl-((4-(2-methoxyethoxy)phenoxy)(4-nitrophenoxy)phosphoryl)-L-alaninate